13-docosyl-dimethyl-amine oxide CCCCCCCCCCCCC(CCCCCCCCC)[N+](C)(C)[O-]